potassium hydroxyethyl trithiocarbonate C(SCCO)([S-])=S.[K+]